FC1(CN(CC1)C/C=C/C1=NN2C(N(C(C(CC2)C2=NC(=NN2)C(=O)N)=O)C)=C1)F (2-[(E)-3-(3,3-difluoropyrrolidin-1-yl)prop-1-enyl]-4-methyl-5-oxo-7,8-dihydro-6H-pyrazolo[1,5-a][1,3]diazepin-6-yl)-1,2,4-triazole-3-carboxamide